Cl.Cl.Cl.NC1CC(C1)OC1=C(C=C(C=C1)F)[C@@H]1N(C[C@H](C1)F)C=1C=CC=2N(N1)C(=CN2)C(=O)O 6-((2R,4S)-2-(2-((1s,3S)-3-aminocyclobutoxy)-5-fluorophenyl)-4-fluoropyrrolidin-1-yl)imidazo[1,2-b]pyridazine-3-carboxylic acid trihydrochloride